C(C)OC([C@@H](O)C1=CC=CC=C1)=O L-mandelic acid ethyl ester